BrC1=C2C=CC=CC2=C(C2=CC=CC=C12)C1=CC2=C(C3=C(O2)C=CC=2C=CC=CC23)C=C1 9-(10-bromoanthracene-9-yl)naphtho[2,1-b]benzofuran